COC=1C=C2C(C=CNC2=CN1)=O 6-methoxy-1H-1,7-naphthyridin-4-one